C(C(=C)C)(=O)OCCN(CC)CC (2-(diethylamino)ethyl) methacrylate